P(=O)(O)([O-])[O-].[NH4+].[NH4+].[NH4+] triammonium hydrogen phosphate